3,5-Di-tert-butyl-4-hydroxy-benzylphosphonic acid-diethyl ester C(C)OP(OCC)(=O)CC1=CC(=C(C(=C1)C(C)(C)C)O)C(C)(C)C